ClC=1C=CC(=C(C#N)C1)N1N=NC(=C1)[Sn](CCCC)(CCCC)CCCC 5-chloro-2-(4-(tributylstannyl)-1H-1,2,3-triazol-1-yl)benzonitrile